5-(Chloromethyl)furfural ClCC1=CC=C(C=O)O1